OCCNC(C(=O)O)CCC(C(=O)O)NCCO N,N'-bis(2-hydroxyethyl)ethylenedi(aminoacetic acid)